ClC1(CC=CC=C1)C1CCC1C#N (4-1-chlorophenyl)cyclobutanecarbonitrile